3-fluoro-5-(methoxycarbonyl)pyridine 1-oxide FC=1C=[N+](C=C(C1)C(=O)OC)[O-]